C1(=CC=CC=C1)C(C)N 1-Phenylethylamine